5-[4-Amino-5-(trifluoromethyl)pyrrolo[2,1-f][1,2,4]triazin-7-yl]-N-[(3R,4S)-1-(2,5-dimethyl-1,3-thiazol-4-carbonyl)-4-fluoropyrrolidin-3-yl]-4-fluoro-2-methylbenzamid NC1=NC=NN2C1=C(C=C2C=2C(=CC(=C(C(=O)N[C@@H]1CN(C[C@@H]1F)C(=O)C=1N=C(SC1C)C)C2)C)F)C(F)(F)F